3-amino-5-heptyl-1,2,4-triazol NC1=NNC(=N1)CCCCCCC